2-(11-ethyl-1,9-diazatricyclo[6.3.1.04,12]dodeca-2,4(12),5,7-tetraen-2-yl)-7-fluoro-3-prop-2-ynyl-benzimidazole-5-carbonitrile C(C)C1CNC2=CC=CC=3C=C(N1C32)C=3N(C2=C(N3)C(=CC(=C2)C#N)F)CC#C